tert-butyl N-(2-chloro-7-hydroxy-thieno[3,2-d]pyrimidin-4-yl)-N-(2-thienylmethyl)carbamate ClC=1N=C(C2=C(N1)C(=CS2)O)N(C(OC(C)(C)C)=O)CC=2SC=CC2